ClC1=C(C=CC(=C1)NC1=NC=NC2=CC(=C(C=C12)[N+](=O)[O-])F)O 2-chloro-4-((7-fluoro-6-nitroquinazolin-4-yl)amino)phenol